((2R,3R,4R,5R)-5-(2-(2-cyclohexylacetamido)-6-(methylamino)-9H-purin-9-yl)-3-(2-cyclohexylacetoxy)-4-fluoro-4-methyltetrahydrofuran-2-yl)methyl isobutyrate C(C(C)C)(=O)OC[C@H]1O[C@H]([C@]([C@@H]1OC(CC1CCCCC1)=O)(C)F)N1C2=NC(=NC(=C2N=C1)NC)NC(CC1CCCCC1)=O